FC(C(=O)O)(F)F.NC1CCC(CC1)NCC(C1=CC=CC=C1)C=1C=CC(=C(C1)C1=C(C(=NC=C1C(=O)N)OCCO)F)Cl 4-(5-(2-(((1r,4r)-4-Aminocyclohexyl)amino)-1-phenylethyl)-2-chlorophenyl)-5-fluoro-6-(2-hydroxyethoxy)nicotinamide trifluoroacetate